ClC1=C(C=C(OCC(=O)NC23CC(C2)(C3)C=3N=NN(C3)C3CC(C3)O)C=C1)F 2-(4-Chloro-3-fluorophenoxy)-N-(3-(1-(3-hydroxycyclobutyl)-1H-1,2,3-triazol-4-yl)bicyclo[1.1.1]pent-1-yl)acetamide